1-[2-(2,6-dioxopiperidin-3-yl)-1-oxo-3H-isoindol-5-yl]piperidine-4-carbaldehyde O=C1NC(CCC1N1C(C2=CC=C(C=C2C1)N1CCC(CC1)C=O)=O)=O